(10-((2'-((2,5,8,11-tetraoxatridecan-13-yl)oxy)-3,5'-diallyl-[1,1'-biphenyl]-4-yl)oxy)decyl)triphenylphosphonium bromide [Br-].COCCOCCOCCOCCOC1=C(C=C(C=C1)CC=C)C1=CC(=C(C=C1)OCCCCCCCCCC[P+](C1=CC=CC=C1)(C1=CC=CC=C1)C1=CC=CC=C1)CC=C